5-(2-chloro-8-(3,3-difluoro-4,4-dimethylpyrrolidin-1-yl)imidazo[1,2-b]pyridazin-6-yl)pyrimidine-2,4(1H,3H)-dione ClC=1N=C2N(N=C(C=C2N2CC(C(C2)(C)C)(F)F)C=2C(NC(NC2)=O)=O)C1